1,3-bis(isocyanato-methyl)benzene N(=C=O)CC1=CC(=CC=C1)CN=C=O